((S)-2-(fluoromethyl)morpholino)methanone FC[C@H]1OCCN(C1)C=O